5-(1-Hydroxyl-isopropyl-2-methyl-propyl)-3,7-diisopropyl-2,8-dimethyl-nonane-3,7-diol OC(C)(C)C(C(C)C)C(CC(C(C)C)(O)C(C)C)CC(C(C)C)(O)C(C)C